1,1-Bis(p-dodecylphenylsulfonyl)-5-n-octyl-5-aza-2,8-dioxa-1-stannacyclooctane C(CCCCCCCCCCC)C1=CC=C(C=C1)S(=O)(=O)[Sn]1(OCCN(CCO1)CCCCCCCC)S(=O)(=O)C1=CC=C(C=C1)CCCCCCCCCCCC